3-cyclobutyl-6-iodo-2-(trifluoromethyl)pyridine C1(CCC1)C=1C(=NC(=CC1)I)C(F)(F)F